NC=1N=NC(=CC1N1CCN(CC1)CC(=O)OCC)C1=C(C=CC=C1)O ethyl 2-[4-[3-amino-6-(2-hydroxyphenyl)pyridazin-4-yl]piperazin-1-yl]acetate